4-chloro-N-(3,4-dimethyl-1H-pyrazol-5-yl)-N-methylbutanamide ClCCCC(=O)N(C)C1=C(C(=NN1)C)C